C(C1=CC=CC=C1)(=O)O[C@H]1C=2C(=NN(C2C(CC1(F)F)Br)CCCC(F)(F)F)C(F)(F)F [(4S)-7-bromo-5,5-difluoro-1-(4,4,4-trifluorobutyl)-3-(trifluoromethyl)-6,7-dihydro-4H-indazol-4-yl] benzoate